P(OC1=C(C=C(C=C1)C(C)(C)C)C(C)(C)C)([O-])[O-] (2,4-di-tert-butyl)phenyl phosphite